acrylamide, potassium salt [K+].C(C=C)(=O)[NH-]